C(C)(C)(C)OC(=O)N1CCC(CC1)(O)C=1C=NC(=CC1)N 4-(6-Aminopyridin-3-yl)-4-hydroxypiperidine-carboxylic acid tert-butyl ester